OCCCNC(=O)N1CC2(CCN3N=C(C=C32)C=3C=NC2=CC=CC=C2C3)C1 N-(3-hydroxypropyl)-2'-(quinolin-3-yl)-5',6'-dihydrospiro[azetidine-3,4'-pyrrolo[1,2-b]pyrazole]-1-carboxamide